OC1=C(C=C(C=C1)C=CC)N1N=C2C(=N1)C=CC=C2 2-(2-hydroxy-5-methylvinylphenyl)benzotriazole